2-[4-(3,4-dichlorophenyl)-2,6-di(propan-2-yl)phenyl]-N-[4-[(dimethylamino)methyl]phenyl]sulfonylacetamide ClC=1C=C(C=CC1Cl)C1=CC(=C(C(=C1)C(C)C)CC(=O)NS(=O)(=O)C1=CC=C(C=C1)CN(C)C)C(C)C